C(CCCCC)C(CCOC(CCCCC(=O)O)=O)CCCCCC 6-((3-hexylnonyl)oxy)-6-oxohexanoic acid